C(#N)C1=CC=C(C[N+]2=C3N(C(C(=C2)C=2C(=NOC2C)C)=O)C=CC=C3)C=C1 1-(4-cyanobenzyl)-3-(3,5-dimethylisoxazol-4-yl)-4-oxo-4H-pyrido[1,2-a]pyrimidinium